1-(2,6-difluorobenzyl)-1,5-dihydro-4H-pyrazolo[4,3-c]pyridin-4-one FC1=C(CN2N=CC=3C(NC=CC32)=O)C(=CC=C1)F